N-[3-[6-[3-(trifluoro-methoxy)phenyl]imidazo[1,2-b]pyridazin-3-yl]phenyl]acetamide FC(OC=1C=C(C=CC1)C=1C=CC=2N(N1)C(=CN2)C=2C=C(C=CC2)NC(C)=O)(F)F